FC=1C=C(C=C(C1)F)N[C@H](C)C=1C=C(C=C2C(C=C(OC12)N1CCOCC1)=O)C(=O)N(C)C 8-[(1R)-1-[(3,5-difluorophenyl)amino]ethyl]-N,N-dimethyl-2-(morpholin-4-yl)-4-oxo-4H-chromen-6-carboxamide